2-(5-chloro-2-ethoxy-4-fluoro-3-(tetrahydro-2H-pyran-4-yl)phenyl)propionic acid ClC=1C(=C(C(=C(C1)C(C(=O)O)C)OCC)C1CCOCC1)F